2-[2-[2-[[5-[[[3-ethyl-5-[(2S)-2-(2-hydroxyethyl)-1-piperidyl]pyrazolo[1,5-a]pyrimidin-7-yl]amino]methyl]-2-pyridyl]oxy]ethoxy]ethoxy]acetaldehyde C(C)C=1C=NN2C1N=C(C=C2NCC=2C=CC(=NC2)OCCOCCOCC=O)N2[C@@H](CCCC2)CCO